methyl (S)-3-(3-(3,5-dimethyl-1H-pyrazol-1-yl)-5-fluorophenyl)-4-(2,6-diazaspiro[3.4]octan-2-yl)butanoate CC1=NN(C(=C1)C)C=1C=C(C=C(C1)F)[C@H](CC(=O)OC)CN1CC2(C1)CNCC2